N[C@@H](COC=1C(=CC2=C(OCO2)C1)C(=O)O)CC1=CC=CC=C1 (R)-6-(2-amino-3-phenylpropoxy)benzo[d][1,3]dioxole-5-carboxylic acid